OC(C(=O)O)CC(C)(C)C 2-hydroxy-4,4-dimethylpentanoic acid